N-(8-fluoro-3,6-dioxaoctyl)phthalimide FCCOCCOCCN1C(C=2C(C1=O)=CC=CC2)=O